(1S,3S)-3-((6-(5-(((3,3-Dimethylazetidine-1-carbonyl)oxy)methyl)-1-methyl-1H-1,2,3-triazol-4-yl)-2-methylpyridin-3-yl)oxy)cyclohexane-1-carboxylic acid CC1(CN(C1)C(=O)OCC1=C(N=NN1C)C1=CC=C(C(=N1)C)O[C@@H]1C[C@H](CCC1)C(=O)O)C